N-{[5-(phenylsulfinyl)-4-fluoro-1H-benzoimidazol-2-yl](cyclooctyl)methyl}-3-methyl-isoxazole-4-carboxamide C1(=CC=CC=C1)S(=O)C1=C(C2=C(NC(=N2)C(NC(=O)C=2C(=NOC2)C)C2CCCCCCC2)C=C1)F